8-methoxy-N-(4-nitrobenzyl)-5,6-dihydrobenzo[h]quinazolin-2-amine COC=1C=CC2=C(CCC=3C=NC(=NC23)NCC2=CC=C(C=C2)[N+](=O)[O-])C1